4-((2-(3-cyclopropyl-1,2,4-oxadiazol-5-yl)ethyl)amino)-4-oxobutanoic acid tert-butyl ester C(C)(C)(C)OC(CCC(=O)NCCC1=NC(=NO1)C1CC1)=O